CC=1C(=NOC1C)NS(=O)(=O)C=1C(=NC=CC1)C#CC=1C=C2C(OCC2=CC1C)=O N-(4,5-dimethylisoxazol-3-yl)-2-((6-methyl-3-oxo-1,3-dihydroisobenzofuran-5-yl)ethynyl)pyridine-3-sulfonamide